C(C)(C)(C)C1=CC=C(C=C1)CC(=O)N1CCN(CC1)C=1C=CC=2N(N1)C=NN2 2-(4-tert-butylphenyl)-1-(4-{[1,2,4]triazolo[4,3-b]pyridazin-6-yl}piperazin-1-yl)ethan-1-one